NC=1C=2N(C=CN1)C(=NC2C2=C(C=C(C=C2)C(C)(C2=CC(=CC=C2)C(F)(F)F)O)F)[C@H]2CN1C(C(C[C@@H]1CC2)(C)C)=O (6R,8aS)-6-[8-amino-1-(2-fluoro-4-{1-hydroxy-1-[3-(trifluoromethyl)phenyl]ethyl}phenyl)imidazo[1,5-a]pyrazin-3-yl]-2,2-dimethylhexahydroindolizin-3(2H)-one